CC1(OC(C2=CC=C(C=C12)NC1=NC=C(C(=N1)N1OCCC1C1=CC=CC=C1)C(F)(F)F)=O)C 3,3-dimethyl-5-((4-(3-phenylisooxazolidin-2-yl)-5-(trifluoromethyl)pyrimidin-2-yl)amino)isobenzofuran-1(3H)-one